ClC1=NC2=CC=CC=C2C(=C1N)NCC1=CC(=CC=C1)N1CCCC1 2-chloro-N4-(3-(pyrrolidin-1-yl)benzyl)quinolin-3,4-diamine